N=1C=NN2C1C=C(C=C2)OC2=CC(=C(C=C2C)NC2=NC=NC1=CC(=CC=C21)OC)OC 4-((4-([1,2,4]triazolo[1,5-a]pyridin-7-yloxy)-2-methoxy-5-methylphenyl)amino)-7-methoxyquinazoline